[C@@H]1([C@H](C([C@H]([C@@H](C1OP(=O)([O-])[O-])OP(=O)([O-])[O-])OP(=O)([O-])OP(=O)([O-])[O-])OP(=O)([O-])[O-])OP(=O)([O-])OP(=O)([O-])[O-])OP(=O)([O-])[O-] The molecule is an inositol phosphate oxoanion obtained by global deprotonation of the phosphate and diphosphate OH groups of 1,5-bis(diphospho)-1D-myo-inositol 2,3,4,6-tetrakisphosphate. It is a conjugate base of a 1,5-bis(diphospho)-1D-myo-inositol 2,3,4,6-tetrakisphosphate(13-).